ClC1=CC=C(OC2CCN(CC2)S(=O)(=O)N2[C@H]([C@@H]3CC[C@H](C2)N3C(=O)OCCOC)C(NO)=O)C=C1 (1S,2R,5R)-2-methoxyethyl 3-((4-(4-chlorophenoxy)piperidin-1-yl)sulfonyl)-2-(hydroxycarbamoyl)-3,8-diazabicyclo[3.2.1]octane-8-carboxylate